N-(3-(4-(difluoromethylene)piperidin-1-yl)-4-nitrophenyl)-2-hydroxyethane-1-sulfonamide FC(=C1CCN(CC1)C=1C=C(C=CC1[N+](=O)[O-])NS(=O)(=O)CCO)F